6α-Hydroxy-3α-hydroxy-5β-cholan-24-oic acid methyl ester COC(CC[C@@H](C)[C@H]1CC[C@H]2[C@@H]3C[C@@H]([C@@H]4C[C@@H](CC[C@]4(C)[C@H]3CC[C@]12C)O)O)=O